C(=O)OC[N+](=O)[O-] nitroMethyl formate